3-[4-[1-[4-[4-[4-(aminomethyl)-3-methyl-phenyl]pyrrolo[2,1-f][1,2,4]triazin-6-yl]butyl]-4-piperidyl]phenyl]piperidine-2,6-dione TFA salt OC(=O)C(F)(F)F.NCC1=C(C=C(C=C1)C1=NC=NN2C1=CC(=C2)CCCCN2CCC(CC2)C2=CC=C(C=C2)C2C(NC(CC2)=O)=O)C